NCCC1CCC1 2-(2-aminoethyl)cyclobutane